C(C)(C)N1CCC(CC1)CCC1CCN(CC1)C(C)C 1-isopropyl-4-[2-(1-isopropyl-4-piperidyl)ethyl]piperidine